ClCC(=O)OCC(C)C isobutanol chloroacetate